wybutosine triphosphate P(O)(=O)(OP(=O)(O)OP(=O)(O)O)OC[C@@H]1[C@H]([C@H]([C@@H](O1)N1C=NC=2C(=O)N3C(CC[C@@H](C(=O)OC)NC(=O)OC)=C(C)N=C3N(C)C21)O)O